FC1=C(C=CC=C1)N1C=NC(=C1)N 1-(2-fluorophenyl)-1H-imidazol-4-amine